OC1=NC(=CC(=C1)B(O)O)C(F)(F)F 2-HYDROXY-6-(TRIFLUOROMETHYL)PYRIDINE-4-BORONIC ACID